[2-methoxy-4-(trifluoromethyl)phenyl]methanamine COC1=C(C=CC(=C1)C(F)(F)F)CN